4-(thiazol-2-yl)benzaldehyde S1C(=NC=C1)C1=CC=C(C=O)C=C1